(3-((3R,8R,10S,13S,14S,17S)-3-hydroxy-3,10,13-trimethylhexadecahydro-1H-cyclopenta[a]phenanthren-17-yl)isoxazol-5-yl)methyl L-lysinate N[C@@H](CCCCN)C(=O)OCC1=CC(=NO1)[C@H]1CC[C@H]2[C@@H]3CCC4C[C@](CC[C@@]4(C3CC[C@]12C)C)(C)O